(Z)-1-acetyl-2-((5-(morpholine-4-carbonyl)pyridin-2-yl)methylene)-indolin-3-one C(C)(=O)N1\C(\C(C2=CC=CC=C12)=O)=C/C1=NC=C(C=C1)C(=O)N1CCOCC1